CN[C@@H](CCC(=O)[O-])C(=O)[O-] N-methylglutamate